2-(((2'-(3-((4-(((1-acetylpiperidin-4-yl)amino)methyl)-3-fluoropyridin-2-yl)amino)-2-chlorophenyl)-3'-chloro-6-methoxy-[2,4'-bipyridin]-5-yl)methyl)amino)acetamide C(C)(=O)N1CCC(CC1)NCC1=C(C(=NC=C1)NC=1C(=C(C=CC1)C1=NC=CC(=C1Cl)C1=NC(=C(C=C1)CNCC(=O)N)OC)Cl)F